CC=1C(=NC=CC1)C1=NN=C(S1)N (3-methylpyridin-2-yl)-1,3,4-thiadiazol-2-amine